2-methyl-6-(2-oxa-6-azaspiro[3.3]heptan-6-yl)-8,9-dihydro-7H-cyclopenta[H]quinazolin-4-amine CC1=NC2=C3C(=C(C=C2C(=N1)N)N1CC2(COC2)C1)CCC3